1-methyl-4-(5-(4-(trifluoromethyl)phenyl)-1,3,4-oxadiazol-2-yl)-5,6,7,8-tetrahydroisoquinolin-3(2H)-one CC=1NC(C(=C2CCCCC12)C=1OC(=NN1)C1=CC=C(C=C1)C(F)(F)F)=O